furo[2,3-b]pyridine-5-carboxylic acid O1C=CC=2C1=NC=C(C2)C(=O)O